C(C(C)C)OC1=C(C(=O)O[C@@H]1[C@@H](O)CO)O 3-O-isobutylascorbic acid